OCCN1CCC(CC1)C(=O)NC=1N=CC2=CC=C(C=C2C1)C=1C=NN(C1CN1CCCCC1)C 1-(2-hydroxyethyl)-N-(6-(1-methyl-5-(piperidin-1-ylmethyl)-1H-pyrazol-4-yl)isoquinolin-3-yl)piperidine-4-carboxamide